4-hydroxy-1-methyl-5-oxo-2,5-dihydro-1H-pyrrole-3-carboxylic acid tert-butyl ester C(C)(C)(C)OC(=O)C=1CN(C(C1O)=O)C